BrCC(=O)C1=CC=C(S1)CN1C(C(CC1)C)=O 1-((5-(2-bromoacetyl)thiophen-2-yl)methyl)-3-methylpyrrolidin-2-one